(R)-1-(4-chlorophenyl)ethyl 4-(6-(1-methyl-4,5-dihydro-1H-pyrazol-4-yl)pyrazolo[1,5-a]pyrimidin-3-yl)piperazine-1-carboxylate CN1N=CC(C1)C=1C=NC=2N(C1)N=CC2N2CCN(CC2)C(=O)O[C@H](C)C2=CC=C(C=C2)Cl